1-(6-(Aminomethyl)-5-fluoropyridazin-3-yl)dihydropyrimidine-2,4(1H,3H)-dione NCC1=C(C=C(N=N1)N1C(NC(CC1)=O)=O)F